tert-butyl 6-(1-(2,6-bis(benzyloxy)pyridin-3-yl)-3-methyl-2-oxo-2,3-dihydro-1H-benzo[d]imidazol-4-yl)-2,6-diazaspiro[3.3]heptane-2-carboxylate C(C1=CC=CC=C1)OC1=NC(=CC=C1N1C(N(C2=C1C=CC=C2N2CC1(CN(C1)C(=O)OC(C)(C)C)C2)C)=O)OCC2=CC=CC=C2